C1(=CC=CC2=CC=CC=C12)S(=O)(=O)OCOS(=O)(=O)C1=CC=CC2=CC=CC=C12.[Na] sodium methylene bisnaphthalenesulfonate